1,1-difluoro-n-butyl iodide FC(CCC)(F)I